O1C=C(C=C1)C1=CC=C(C2=CC=CC=C12)C1SC1 (4-(furan-3-yl)naphthalen-1-yl)thiirane